((2-(trimethylsilyl)ethoxy)methyl)phenanthridin C[Si](CCOCC1=CC=CC2=NC=C3C=CC=CC3=C12)(C)C